[Br-].C1(=CC=CC=C1)C(C1=CC=CC=C1)[PH3+] diphenylmethylphosphonium bromide salt